4-(5-(3,5-dichloro-4-fluorophenyl)-5-(trifluoromethyl)-4,5-dihydroisoxazol-3-yl)-N-((3,4-dimethylphenyl)sulfinyl)-2-methylbenzamide ClC=1C=C(C=C(C1F)Cl)C1(CC(=NO1)C1=CC(=C(C(=O)NS(=O)C2=CC(=C(C=C2)C)C)C=C1)C)C(F)(F)F